N-(5-(2-((3-fluoro-4-morpholinophenyl)amino)pyrimidin-4-yl)-4-(4-fluorophenyl)thiazol-2-yl)ethanesulfonamide FC=1C=C(C=CC1N1CCOCC1)NC1=NC=CC(=N1)C1=C(N=C(S1)NS(=O)(=O)CC)C1=CC=C(C=C1)F